Rac-(1R,3S,4S)-Methyl 2-benzyl-2-azabicyclo[2.2.1]heptane-3-carboxylate C(C1=CC=CC=C1)N1[C@@H]2CC[C@H]([C@H]1C(=O)OC)C2 |r|